8-Decyl-7-(dimethylamino)-3H-phenothiazin-3-One C(CCCCCCCCC)C1=C(C=C2SC3=CC(C=CC3=NC2=C1)=O)N(C)C